4-thiocarbamoylphenyl-2-[1-(4-chlorobenzoyl)-5-methoxy-2-methyl-indol-3-yl]acetate C(N)(=S)C1=CC=C(C=C1)C(C(=O)[O-])C1=C(N(C2=CC=C(C=C12)OC)C(C1=CC=C(C=C1)Cl)=O)C